naphthyl α-methallyloxymethylacrylate C(C(C)=C)OCC(C(=O)OC1=CC=CC2=CC=CC=C12)=C